5'-bromo-1'-(4-chloro-3-fluorophenyl)-3-methyl-1',2'-dihydrospiro[cyclobutane-1,3'-pyrrolo[3,2-b]pyridine] BrC1=CC=C2C(=N1)C1(CN2C2=CC(=C(C=C2)Cl)F)CC(C1)C